COC1=CC(=NC=C1)C=1N=C(C2=C(N1)CCC2)N(CC(=O)NC2COC2)C 2-{[2-(4-methoxypyridin-2-yl)-5H,6H,7H-cyclopenta[d]pyrimidin-4-yl](methyl)amino}-N-(oxetan-3-yl)acetamide